3-methyl-Hexadecanoic acid, ETHYL ESTER CC(CC(=O)OCC)CCCCCCCCCCCCC